BrC=1C=CC(=NC1C)C1=C(C(=NO1)C)NC(O[C@H](C)C=1SC=CN1)=O (R)-1-(thiazol-2-yl)ethyl (5-(5-bromo-6-methylpyridin-2-yl)-3-methylisoxazol-4-yl)carbamate